1-[6-[[7-(7-fluoroimidazo[1,2-a]pyridin-3-yl)-3-oxo-isoindolin-4-yl]amino]-3-pyridyl]piperidine-4-carboxylic acid FC1=CC=2N(C=C1)C(=CN2)C=2C=CC(=C1C(NCC21)=O)NC2=CC=C(C=N2)N2CCC(CC2)C(=O)O